5-ethyl-5-phenyl-1-methyl-2,4,6(1H,3H,5H)-pyrimidinetrione monosodium salt [Na].C(C)C1(C(NC(N(C1=O)C)=O)=O)C1=CC=CC=C1